CN(S(=O)(=O)C1=CC=C(C=C1)S(=O)(=O)NC=1C=C2CNC(C2=CC1)=O)C N1,N1-dimethyl-N4-(1-oxoisoindolin-5-yl)benzene-1,4-disulfonamide